NC=1NC(C=2N=CN(C2N1)CC1=CC=C(C=C1)F)=O 2-Amino-9-(4-fluorobenzyl)-6-oxo-6,9-dihydro-1H-purin